N1C(=NC=C1)C(=O)C1=CC=CC=C1 imidazolophenone